Ethyl 6-bromo-3-((3S,4S)-4-((tert-butoxycarbonyl)amino)-3-methyl-2-oxa-8-azaspiro[4.5]decan-8-yl)-5-methylpyrazine-2-carboxylate BrC1=C(N=C(C(=N1)C(=O)OCC)N1CCC2([C@@H]([C@@H](OC2)C)NC(=O)OC(C)(C)C)CC1)C